dimethyl-2,4-bis(thiazol-2-yl)-3,7-dimethyl-3,7-diaza-bicyclo[3.3.1]nonan-9-one CC1(C2(CN(CC(C(N1C)C=1SC=CN1)C2=O)C)C)C=2SC=CN2